FC1=C2CN(CC2=CC=C1)C(=O)NC1=CC=C(C=C1)C1CCC(CC1)C(NS(N)(=O)=O)=O 4-fluoro-N-(4-((1r,4r)-4-(sulfamoyl-carbamoyl)cyclohexyl)phenyl)isoindoline-2-carboxamide